5-(2-aminoacetamido)-2-methyl-N-(quinoxalin-2-ylmethyl)benzamide NCC(=O)NC=1C=CC(=C(C(=O)NCC2=NC3=CC=CC=C3N=C2)C1)C